ethyl 7-bromo-4-methyl-3-oxo-1,4-benzoxazine-6-carboxylate BrC1=CC2=C(N(C(CO2)=O)C)C=C1C(=O)OCC